C1(CCCC1)C1=C(C(NC(=N1)C1=CN=NN1)=O)I 6-cyclopentyl-5-iodo-2-(1H-1,2,3-triazol-5-yl)-4(3H)-pyrimidinone